C(CCCCCCCCCCCCC)(=O)C(CNC(CCC(=O)O)=O)CC(CCCCCCCCCCCCC)=O 4-{(2,3-dimyristoyl-propyl)amino}-4-oxobutanoic acid